C1(=CCCCC1)CCN1C(=NC2=CC(=C(C=C2C1=O)OC)OC)SC(C(=O)NC1=CC=C(C=C1)CC)CC 2-({3-[2-(1-cyclohexen-1-yl)ethyl]-6,7-dimethoxy-4-oxo-3,4-dihydro-2-quinazolinyl}sulfanyl)-N-(4-ethylphenyl)butanamide